(2R-1R)-1-[[(4-Chlorophenyl)sulfonyl](2,5-difluorophenyl)amino]ethyl-5-fluorobenzenebutanoic acid ClC1=CC=C(C=C1)S(=O)(=O)N([C@H](C)C1=C(C=C(C=C1)F)CCCC(=O)O)C1=C(C=CC(=C1)F)F